N-(4-{4-aminopyrrolo[2,1-f][1,2,4]triazin-6-yl}phenyl)-2-methylprop-2-enamide NC1=NC=NN2C1=CC(=C2)C2=CC=C(C=C2)NC(C(=C)C)=O